2-(3-(2-(5-cyclopropyl-3-(2,6-dichlorophenyl)isoxazol-4-yl)ethyl)-3,8-diazabicyclo[3.2.1]octan-8-yl)-4-fluorobenzo[d]thiazole-6-carboxylic acid C1(CC1)C1=C(C(=NO1)C1=C(C=CC=C1Cl)Cl)CCN1CC2CCC(C1)N2C=2SC1=C(N2)C(=CC(=C1)C(=O)O)F